7-(methyl((1-methyl-1H-pyrazol-3-yl)methyl)amino)-4-(o-tolyl)-2H-chromen-2-one CN(C1=CC=C2C(=CC(OC2=C1)=O)C1=C(C=CC=C1)C)CC1=NN(C=C1)C